1-[4-(2,4-dichlorophenyl)piperazin-1-yl]-2-{3-[(2R,6S)-2,6-dimethylmorpholine-4-carbonyl]-5,6-dihydrocyclopenta[c]pyrazol-1(4H)-yl}ethan-1-one ClC1=C(C=CC(=C1)Cl)N1CCN(CC1)C(CN1N=C(C2=C1CCC2)C(=O)N2C[C@H](O[C@H](C2)C)C)=O